4-{4-[3-(4-chloro-3-trifluoromethylphenyl)-ureido]-3-fluorophenoxy}-pyridine-2-carboxylic acid ClC1=C(C=C(C=C1)NC(NC1=C(C=C(OC2=CC(=NC=C2)C(=O)O)C=C1)F)=O)C(F)(F)F